(2S,4r)-1-[(2S)-2-(4-cyclopropyl-triazol-1-yl)-3,3-dimethyl-butyryl]-N-[[5-(dimethylamino)pyrazin-2-yl]methyl]-4-hydroxy-pyrrolidine-2-carboxamide C1(CC1)C=1N=NN(C1)[C@H](C(=O)N1[C@@H](C[C@H](C1)O)C(=O)NCC1=NC=C(N=C1)N(C)C)C(C)(C)C